4-(3-(4'-hydroxy-[1,1'-biphenyl]-4-yl)-4,4-dimethyl-5-oxo-2-thioxoimidazolidin-1-yl)-2-(trifluoromethyl)benzonitrile OC1=CC=C(C=C1)C1=CC=C(C=C1)N1C(N(C(C1(C)C)=O)C1=CC(=C(C#N)C=C1)C(F)(F)F)=S